TMS-ethyne [Si](C)(C)(C)C#C